Methyl 8-(cyclohexylmethyl)-2-(3-(dimethylamino)propyl)-2,8-diazaspiro[4.5]decane-4-carboxylate C1(CCCCC1)CN1CCC2(C(CN(C2)CCCN(C)C)C(=O)OC)CC1